bis-(3,4-dicarboxyphenyl)hexafluoropropane C(=O)(O)C=1C=C(C=CC1C(=O)O)C(C(F)(F)F)(C(F)(F)F)C1=CC(=C(C=C1)C(=O)O)C(=O)O